1-((1-(3-cyano-2-methylphenyl)ethyl)amino)-4-methyl-7-(methylamino)-N-(2-morpholinoethyl)phthalazine-6-carboxamide C(#N)C=1C(=C(C=CC1)C(C)NC1=NN=C(C2=CC(=C(C=C12)NC)C(=O)NCCN1CCOCC1)C)C